tert-butyl (1R,5S)-3-(6-(1-methyl-1H-pyrazol-4-yl)-7-tosyl-7H-pyrrolo[2,3-d]pyrimidin-4-yl)-3,8-diazabicyclo[3.2.1]octane-8-carboxylate CN1N=CC(=C1)C1=CC2=C(N=CN=C2N2C[C@H]3CC[C@@H](C2)N3C(=O)OC(C)(C)C)N1S(=O)(=O)C1=CC=C(C)C=C1